(S)-N-(1-(4-Chloro-2-methoxyphenyl)propan-2-yl)-2-(1-cyclopropyl-3-methyl-4-oxo-1,4-dihydro-5H-pyrrolo[2,3-d]pyridazin-5-yl)acetamid ClC1=CC(=C(C=C1)C[C@H](C)NC(CN1N=CC2=C(C1=O)C(=CN2C2CC2)C)=O)OC